6-[2-(1-methoxy-1-methyl-ethyl)pyrrolidin-1-yl]-4-[(3R)-3-methylmorpholin-4-yl]-1H-pyridin-2-one COC(C)(C)C1N(CCC1)C1=CC(=CC(N1)=O)N1[C@@H](COCC1)C